tert-butyl (R)-3,4-dichloro-12-oxo-1-(((S)-1-phenylethyl)amino)-6a,7,9,10-tetrahydro-12H-pyrazino[2,1-c]pyrido[3,4-f][1,4]oxazepine-8(6H)-carboxylate ClC1=C(C2=C(C(N3[C@@H](CO2)CN(CC3)C(=O)OC(C)(C)C)=O)C(=N1)N[C@@H](C)C1=CC=CC=C1)Cl